CN1C2CN(C(C1)C2)C2=C(C(=CC=C2)N)N 3-(5-methyl-2,5-diazabicyclo[2.2.1]heptan-2-yl)benzene-1,2-diamine